(4-(1-(4-(diphenylamino)phenyl)cyclohexyl)phenyl)diphenyl-Phosphorus Oxide C1(=CC=CC=C1)N(C1=CC=C(C=C1)C1(CCCCC1)C1=CC=C(C=C1)P(C1=CC=CC=C1)(C1=CC=CC=C1)=O)C1=CC=CC=C1